ClC=1N=CC2=C(N1)N(C(=C2)C=O)C2CC(CC2)(F)F 2-chloro-7-(3,3-difluorocyclopentyl)-7H-pyrrolo[2,3-d]pyrimidine-6-carbaldehyde